ClC1=CC(=C(CC2CN(C3(CC3)CO2)C(=O)OC(C)(C)C)C(=C1)C)C1=NC=NN2C1=CC(=C2)CN2C(C1C(C1C2=O)(C)C)=O tert-butyl 6-(4-chloro-2-(6-((6,6-dimethyl-2,4-dioxo-3-azabicyclo[3.1.0]hexan-3-yl)methyl)pyrrolo[2,1-f][1,2,4]triazin-4-yl)-6-methylbenzyl)-7-oxa-4-azaspiro[2.5]octane-4-carboxylate